8-fluoro-3,3-dimethyl-2,3-dihydrobenzo[b][1,4]dioxine-6-carbaldehyde FC1=CC(=CC2=C1OCC(O2)(C)C)C=O